COC1=C(C=NC=C1)N(C1=CC=C(C=C1)C(F)(F)F)C1CCN(CC1)C1=NC=C(C=N1)S(=O)(=O)C 4-Methoxy-N-(1-(5-(methylsulfonyl)pyrimidin-2-yl)piperidin-4-yl)-N-(4-(trifluoromethyl)phenyl)pyridin-3-amine